FC1(CCN(CC1)C1=NC2=CC(=C(C=C2C(=N1)NC1=NNC(=C1)\C=C\C)OC)OCCCN(C)C)F (E)-2-(4,4-difluoropiperidin-1-yl)-7-(3-(dimethylamino)propoxy)-6-methoxy-N-(5-(prop-1-en-1-yl)-1H-pyrazol-3-yl)quinazolin-4-amine